C(C)(=O)NC1=CC2=C(CN(C[C@H](O2)CC)C(=O)OCC2=CC=CC=C2)C=C1C benzyl (R)-8-acetamido-2-ethyl-7-methyl-2,3-dihydrobenzo[f][1,4]oxazepine-4(5H)-carboxylate